FC1=C(CC2=NC3=C(N2[C@@H]2COC[C@@H]2COC)C=C(C=C3)C(=O)O)C=C(C(=C1)C1=NC(=C(C=C1)F)OCC1=CC=C(C=C1)C(F)(F)F)F 2-(2,5-difluoro-4-(5-fluoro-6-((4-(trifluoromethyl)benzyl)oxy)pyridin-2-yl)benzyl)-1-((3S,4S)-4-(methoxymethyl)tetrahydrofuran-3-yl)-1H-benzo[d]imidazole-6-carboxylic acid